CN(CCCC(=O)NC1=C(C=CC(=C1)OC1=CC(=CC(=C1)NC(COC)=O)C=1C(=NOC1C)C)C)C 4-(dimethylamino)-N-(5-(3-(3,5-dimethylisoxazol-4-yl)-5-(2-methoxyacetamido)phenoxy)-2-methylphenyl)butanamide